P(OC(C(C)=O)C(C1=CC=C(C=C1)OC)N)([O-])=O [1-(1-amino-1-p-methoxyphenylmethyl)-2-oxopropyl] phosphonate